C(C)(=O)C1=CN=C(C=2N1N=C(C2C2=CC(=C(C(=O)NCC1(CC1)F)C=C2)OC)C2=C(C=C(C=C2)NC(C(=C)F)=O)F)N 4-(7-acetyl-4-amino-2-(2-fluoro-4-(2-fluoroacryloylamino)phenyl)pyrazolo[1,5-a]pyrazin-3-yl)-N-((1-fluorocyclopropyl)methyl)-2-methoxybenzamide